ClC=1C=C2C=C(NC2=CC1OCC1=NOC=C1)CNC(C)=O N-((5-chloro-6-(isoxazol-3-ylmethoxy)-1H-indol-2-yl)methyl)acetamide